[3-bromo-4-[[2-[2-(4-piperidyl)ethyl]-2-azaspiro[3.3]heptan-6-yl]oxy]phenyl]propan-2-ol BrC=1C=C(C=CC1OC1CC2(CN(C2)CCC2CCNCC2)C1)CC(C)O